N[C@@H](CO)C(=O)N[C@@H]([C@@H](C)CC)C(=O)N[C@@H](CCCCN)C(=O)N[C@@H](CCCCN)C(=O)O L-seryl-L-isoleucyl-L-lysyl-L-lysine